C(C=C)(=O)OCC(C)(C)OC(C)C1=CC(CC1)(C)C 2-[1-(3,3-dimethyl-1-cyclopenten-1-yl)ethoxy]-2-methylpropyl acrylate